C(=O)O methane-oic acid